CN(C)CC1=C(C(=CC(=C1)CN(C)C)CN(C)C)O 2,4,6-tris-(N,N-dimethylamino-methyl)phenol